C(C)(C)(C)OC(=O)NC(CCC(C)OC1=NC=CC(=C1)N(C(OC(C)(C)C)=O)C1=CC(=NN1C(C)(C)C)[C@@H]1C[C@@H](CC1)OC(=O)OC1=CC=C(C=C1)[N+](=O)[O-])(C)C tert-butyl (2-((5-((tert-butoxycarbonyl)amino)-5-methylhexan-2-yl)oxy)pyridin-4-yl)(1-(tert-butyl)-3-((1S,3R)-3-(((4-nitrophenoxy)carbonyl)oxy)cyclopentyl)-1H-pyrazol-5-yl)carbamate